O[C@@H]([C@H](CO[C@H]1O[C@@H]([C@@H]([C@@H]([C@H]1O)O)O)CO)NC(CCCCCCCCCCC1(COC1)C)=O)[C@@H](CCCCCCCCCCCCCC)O N-[(2S,3S,4R)-3,4-dihydroxy-1-{[(2S,3R,4S,5R,6R)-3,4,5-trihydroxy-6-(hydroxymethyl)oxan-2-yl]oxy}octadecan-2-yl]-11-(3-methyloxetan-3-yl)undecanamide